1-methyl-2-oxopyrrolidin CN1C(CCC1)=O